5-((1-(3-Chloropyridin-2-yl)-4-hydroxypiperidin-4-yl)methyl)-1-(4-fluorophenyl)-1,5-dihydro-4H-pyrazolo[3,4-d]pyrimidin-4-one ClC=1C(=NC=CC1)N1CCC(CC1)(O)CN1C=NC2=C(C1=O)C=NN2C2=CC=C(C=C2)F